4-(chloromethyl)-3-(2-fluoro-3-((N-methylsulfamoyl)amino)benzyl)-5-methoxy-2-oxo-2H-chromen-7-yl dimethylcarbamate CN(C(OC1=CC(=C2C(=C(C(OC2=C1)=O)CC1=C(C(=CC=C1)NS(NC)(=O)=O)F)CCl)OC)=O)C